(4-chlorophenyl)(2-isothiocyanatopyridin-3-yl)methanone ClC1=CC=C(C=C1)C(=O)C=1C(=NC=CC1)N=C=S